C(C)(C)N1N=CC(=C1)C=1C=C(C=CC1)N(C(=O)[C@@H]1CC[C@H](CC1)CNC(OCC)=O)C[C@@H]1CC[C@H](CC1)C1=CC(=C(C=C1)OC)C Ethyl (((trans)-4-((3-(1-isopropyl-1H-pyrazol-4-yl)phenyl)(((trans)-4-(4-methoxy-3-methylphenyl)cyclohexyl)methyl) carbamoyl)cyclohexyl)methyl)carbamate